(S)-methyl 2-(3,5-dimethylisoxazole-4-carboxamido)-3-(2-(3-guanidinobenzamido)acetamido)propanoate CC1=NOC(=C1C(=O)N[C@H](C(=O)OC)CNC(CNC(C1=CC(=CC=C1)NC(=N)N)=O)=O)C